FC=1C=C(CC=2C=C3C(=NNC3=CC2)NC(C2=C(C=C(C=C2)N2CCN(CC2)C(CCCCNC=2C=C3C(N(C(C3=CC2)=O)C2C(NC(CC2)=O)=O)=O)=O)NC2CCOCC2)=O)C=C(C1)F N-(5-(3,5-difluorobenzyl)-1H-indazol-3-yl)-4-(4-(5-((2-(2,6-dioxopiperidin-3-yl)-1,3-dioxoisoindolin-5-yl)amino)pentanoyl)piperazin-1-yl)-2-((tetrahydro-2H-pyran-4-yl)amino)benzamide